C(C)N1N=CC=C1C N-ethyl-5-methylpyrazol